NCCNC1=CC(=NC(=N1)C)NC=1SC(=CN1)C(=O)NC1=C(C=CC=C1C)Cl 2-((6-((2-aminoethyl)amino)-2-methylpyrimidin-4-yl)amino)-N-(2-chloro-6-methylphenyl)thiazole-5-carboxamide